1-(3-(tert-butyl)-1-cyclohexyl-1H-pyrazol-5-yl)-3-(2-(methylthio)-4-((3-oxo-3,4-dihydropyrido[2,3-b]pyrazin-8-yl)oxy)phenyl)urea C(C)(C)(C)C1=NN(C(=C1)NC(=O)NC1=C(C=C(C=C1)OC1=CC=NC=2NC(C=NC21)=O)SC)C2CCCCC2